ClC1=CC2=C(N=CNC2=O)N1C1=CC=C(C=C1)C1(N(CCOC1)C(=O)OC(C)(C)C)C tert-butyl 3-(4-(6-chloro-4-oxo-3,4-dihydro-7H-pyrrolo[2,3-d]pyrimidin-7-yl)phenyl)-3-methylmorpholine-4-carboxylate